C1(=CC=CC=C1)N1SC2=C(CC1)C=CC=C2 2-phenyl-2,3-dihydro-4H-benzothiazine